FC(C)(S(=O)(=O)C1=CC(=CC=C1)F)C1CCN(CC1)C(=O)NC=1C=NNC1 4-(1-fluoro-1-((3-fluorophenyl)sulfonyl)ethyl)-N-(1H-pyrazol-4-yl)piperidine-1-carboxamide